S1C=NC2=NC=C(C=C21)C(C)=O 1-(thiazolo[4,5-b]pyridin-6-yl)ethan-1-one